NC1=CC=C(C=C1)N=NC=1C=CC(=C(C(=O)O)C1)O 5-[(4-aminophenyl)azo]-2-hydroxybenzoic acid